OC1=C(C=CC(=C1C)O)C1=NC(=NC(=N1)C1=C(C(=C(C=C1)O)C)O)C1=C(C(=C(C=C1)O)C)O 2,4,6-tris(2,4-dihydroxy-3-methylphenyl)-1,3,5-triazine